N1C=CC2=CC(=CC=C12)C1=CNC2=NC=C(C=C21)C2=CC=C(C=C2)CN2CCC(CC2)OC 3-(1H-indol-5-yl)-5-(4-((4-methoxypiperidin-1-yl)methyl)phenyl)-1H-pyrrolo[2,3-b]pyridine